CN(CC(=O)O)S(=O)(=O)C1=CC=C(C=C1)C(\C=C\C1=CC(=CC=C1)OCC1=CC=CC=C1)=O 2-[Methyl-[4-[(E)-3-(3-phenylmethoxyphenyl)prop-2-enoyl]phenyl]sulfonylamino]acetic acid